(1S)-(+)-3-Bromocamphor-10-sulfonic Acid Hydrate CC1([C@@H]2CC[C@]1(C(=O)[C@H]2Br)CS(=O)(=O)O)C.O